COC1=CC=C(C=C1)CN1\C(\CCC1)=N\C=1SC(=CC1C(=O)OC)C methyl 2-{[(2E)-1-[(4-methoxyphenyl)methyl]pyrrolidin-2-ylidene] amino}-5-methylthiophene-3-carboxylate